(7'-(6-((tetrahydro-2H-pyran-4-yl)oxy)pyridin-3-yl)-6',7'-dihydrospiro[cyclopropane-1,5'-pyrrolo[2,3-d]pyrimidin]-2'-yl)methanol O1CCC(CC1)OC1=CC=C(C=N1)N1CC2(C3=C1N=C(N=C3)CO)CC2